tert-butyl N-[[5-bromo-2-[((cis)-3-hydroxy-3-methyl-cyclobutyl)amino]-3-(trifluoromethyl)phenyl]methyl]carbamate BrC=1C=C(C(=C(C1)CNC(OC(C)(C)C)=O)NC1CC(C1)(C)O)C(F)(F)F